C(C)(=O)C1=CNC2=CC=C(C=C12)C(=O)O 3-ACETYL-1H-INDOLE-5-CARBOXYLIC ACID